Cl.ClC1=C(C=C(C=C1)C1=NN=C(O1)[C@@H]1CC[C@H](CO1)NC(OC(C)(C)C)=O)F tert-butyl ((3R,6S)-6-(5-(4-chloro-3-fluorophenyl)-1,3,4-oxadiazol-2-yl)tetrahydro-2H-pyran-3-yl)carbamate HCl salt